2-(5-bromo-3-methyl-2-oxo-1,3-benzodiazol-1-yl)pentanedioate BrC1=CC2=C(N(C(N2C)=O)C(C(=O)[O-])CCC(=O)[O-])C=C1